NC=1SC2=C(N1)C=CC=C2N2N=CC(=C2C(F)(F)F)C(=O)NC=2C=NC(=C(C2)Cl)N2N=CC=N2 1-(2-aminobenzo[d]thiazol-7-yl)-N-(5-chloro-6-(2H-1,2,3-triazol-2-yl)pyridin-3-yl)-5-(trifluoromethyl)-1H-pyrazole-4-carboxamide